triethylpropionic acid C(C)C(CC(=O)O)(CC)CC